2-(4-chlorophenyl)-1-(2,4-dihydroxyphenyl)ethanone ClC1=CC=C(C=C1)CC(=O)C1=C(C=C(C=C1)O)O